COC(NC1=NC=C(C(=C1)C1=NC(=C(C=C1)OC[C@@](CC(C)C)(C)N)C)F)=O (S)-(5-((2-amino-2,4-dimethylpentyl)oxy)-5'-fluoro-6-methyl-[2,4'-bipyridinyl]-2'-yl)carbamic acid methyl ester